BrC=1C=C2C(NC=NC2=CC1OC)=O 6-bromo-7-methoxy-4(3H)-quinazolinone